NC1=NC=CC2=CC=C(C=C12)C=1C=C2C(=NN(C2=CC1)C1CN(CC1)C(=O)OC(C)(C)C)COC1=C(C=CC=C1)CC(=O)O 2-(2-((5-(1-aminoisoquinolin-7-yl)-1-(1-(tert-butoxycarbonyl)pyrrolidin-3-yl)-1H-indazol-3-yl)methoxy)phenyl)acetic acid